Ethyl (S)-3-(3'-Chloro-6-methylbiphenyl-3-yl)-3-(3-(4-hydroxy-1-methyl-2-oxo-1,2-dihydropyridin-3-yl)ureido)propanoat ClC=1C=C(C=CC1)C1=CC(=CC=C1C)[C@H](CC(=O)OCC)NC(=O)NC=1C(N(C=CC1O)C)=O